propyl 4-((isobutoxycarbonyl)amino)butanoate C(C(C)C)OC(=O)NCCCC(=O)OCCC